4-fluoro-N-(4-methoxybenzyl)-N-methyl-3-(7-methyl-6,7-dihydro-5H-pyrrolo[1,2-a]imidazole-2-yl)benzenesulfonamide FC1=C(C=C(C=C1)S(=O)(=O)N(C)CC1=CC=C(C=C1)OC)C=1N=C2N(C1)CCC2C